[Nb].[Fe].[Pb] lead-iron-niobium